COC1=CC2=C(N(C(C3=C(N2)C=CC=C3)=O)S(=O)(=O)C3=CC=C(C=C3)OC)C=C1 7-methoxy-10-((4-methoxyphenyl)sulfonyl)-5,10-dihydro-11H-dibenzo[b,e][1,4]diazepin-11-one